(R)-4-(2-(isopropylamino)-6-methyl-4-oxo-5,6,7,8-tetrahydropyrido[3,4-d]pyrimidin-3(4H)-yl)-N-methylbenzamide C(C)(C)NC=1N(C(C2=C(N1)CN[C@@H](C2)C)=O)C2=CC=C(C(=O)NC)C=C2